(piperidin-1-yl)-4H-chromen-4-one N1(CCCCC1)C=1OC2=CC=CC=C2C(C1)=O